tert-butyl (2-((2-(2,6-dioxopiperidine-3-yl)-1,3-dioxoisoindoline-4-yl)amino)ethyl)carbamate O=C1NC(CCC1N1C(C2=CC=CC(=C2C1=O)NCCNC(OC(C)(C)C)=O)=O)=O